4-(4-(3-methyl-1-oxo-1,2,3,4-tetrahydroisoquinolin-6-yl)phenyl)-1H-1,2,3-triazole-5-carboxylic acid CC1NC(C2=CC=C(C=C2C1)C1=CC=C(C=C1)C=1N=NNC1C(=O)O)=O